tert-butyl 3-(6,8-difluoro-2-(((2R,7aS)-2-fluorotetrahydro-1H-pyrrolizin-7a(5H)-yl)methoxy)-5-methylquinazolin-4-yl)-3,8-diazabicyclo[3.2.1]octane-8-carboxylate FC=1C(=C2C(=NC(=NC2=C(C1)F)OC[C@]12CCCN2C[C@@H](C1)F)N1CC2CCC(C1)N2C(=O)OC(C)(C)C)C